Trihydroxyethylamine OC(CN)(O)O